N-(3-(2'-fluoro-[1,1'-biphenyl]-4-yl)propyl)-3,5-dimethylisoxazole-4-sulfonamide FC1=C(C=CC=C1)C1=CC=C(C=C1)CCCNS(=O)(=O)C=1C(=NOC1C)C